N-(2-(dimethylamino)benzyl)-3-isopropyl-6-(piperidin-4-ylthio)imidazo[1,2-b]pyridazin-8-amine hydrochloride Cl.CN(C1=C(CNC=2C=3N(N=C(C2)SC2CCNCC2)C(=CN3)C(C)C)C=CC=C1)C